FC1=C(C(=CC(=C1)OCCCCCCCCCCCCCCCCCCCC)F)S(=O)(=O)C=1C=NC2=CC=C(C=C2C1N1CCC(CC1)N1CCN(CC1)C1CCN(CC1)CC)OC(F)(F)F 3-((2,6-difluoro-4-(icosyloxy)phenyl)sulfonyl)-4-(4-(4-(1-ethylpiperidin-4-yl)piperazin-1-yl)piperidin-1-yl)-6-(trifluoromethoxy)quinoline